C(CCC)NC1=C(C(=O)O)C=CC=C1.NC1=C(C(=O)OCCCC)C=CC=C1 butyl aminobenzoate (butyl amino benzoate)